O=C1NC(CCC1C1=C(C=C(C=C1F)N1CC(C1)NC(=O)NC=1C=NC(=CC1)C1=C(C=CC=C1)C)F)=O 1-(1-(4-(2,6-dioxopiperidin-3-yl)-3,5-difluorophenyl)azetidin-3-yl)-3-(6-(o-tolyl)pyridin-3-yl)urea